NC1=CC=C(CCN2C(OC(C2=O)C)C=2C(=NN(C2)C2=CC=C(C=C2)Br)C2=CC=C(C=C2)F)C=C1 3-(4-Aminophenethyl)-2-(1-(4-bromophenyl)-3-(4-fluorophenyl)-1H-pyrazol-4-yl)-5-methyloxazolidin-4-one